5-hydroxy-8-(2-methoxyphenyl)-2-((2-methoxyphenyl)amino)pyrido[2,3-d]pyrimidin-7(8H)-one OC1=CC(N(C=2N=C(N=CC21)NC2=C(C=CC=C2)OC)C2=C(C=CC=C2)OC)=O